C=1(C(=CC=C(C1)S(=O)(=O)O)S(=O)(=O)O)OCC phenetole-2,5-disulfonic acid